FC1=CC=C(C=C1)C1N(CC(N(C1)C(C(C)(C)C)=O)C)C(C(=O)NC1=C2C(=CN=C1)NN=C2)=O (2-(4-fluorophenyl)-5-methyl-4-pivaloylpiperazin-1-yl)-2-oxo-N-(1H-pyrazolo[3,4-c]pyridin-4-yl)acetamide